C(C)OC(=O)C=1C(=CC2=C([C@@H]3CC4=C(CN3CC2)C(=C(C=C4)OC)OC)C1)OC (S)-2-ethoxycarbonyl-3,9,10-trimethoxy-6,8,13,13a-tetrahydro-5H-dibenzo[a,g]quinolizine